FC=1C=C(C=CC1OC)[C@H](C)NC(CN1N=C(C2=C(C1=O)C(=NN2C)C(C)C)C)=O (S)-N-(1-(3-fluoro-4-methoxyphenyl)ethyl)-2-(3-isopropyl-1,7-dimethyl-4-oxo-1H-pyrazolo[3,4-d]pyridazin-5(4H)-yl)acetamide